3,4-difluoro-6-(2-fluoropyridin-4-yl)-2-(prop-1-en-2-yl)aniline FC=1C(=C(N)C(=CC1F)C1=CC(=NC=C1)F)C(=C)C